(1-hexamethyleneimino)methyl(trimethoxy)silane N1(CCCCCC1)C[Si](OC)(OC)OC